m-[2-amino-6-(1-{[6-(1-methoxypropyl)-2-pyridinyl]methyl}-1H-1,2,3-triazol-4-yl)-4-pyrimidinyl]benzonitrile NC1=NC(=CC(=N1)C=1C=C(C#N)C=CC1)C=1N=NN(C1)CC1=NC(=CC=C1)C(CC)OC